C12(CC3CC(CC(C1)C3)C2)NC2=NC(=NC=C2C(=O)N)NC2=CC3=C(OCC(CN3)O)C=C2 4-((adamantan-1-yl)amino)-2-((3-hydroxy-2,3,4,5-tetrahydro-benzo[b][1,4]oxazepin-7-yl)amino)pyrimidine-5-carboxamide